O1CC(CCC1)CNCC=1C=CC=2N(C1)C=C(N2)CNC(=O)C=2N=C1N(C(C2)=O)C=CC=C1 N-((6-({[(oxan-3-yl)methyl]amino}methyl)imidazo[1,2-a]pyridin-2-yl)methyl)-4-oxo-4H-pyrido[1,2-a]pyrimidine-2-carboxamide